Tetrabutylammonium bis(2-ethylhexyl)-phosphate C(C)C(COP(=O)(OCC(CCCC)CC)[O-])CCCC.C(CCC)[N+](CCCC)(CCCC)CCCC